(S)-4-((5-(5-acetyl-1-amino-1,3-dihydrospiro[indene-2,4'-piperidin]-1'-yl)-3-aminopyrazin-2-yl)thio)-3-chloro-1-methylpyridin-2(1H)-one C(C)(=O)C=1C=C2CC3(CCN(CC3)C=3N=C(C(=NC3)SC3=C(C(N(C=C3)C)=O)Cl)N)[C@@H](C2=CC1)N